FC1=CC(=CC2=CN(N=C12)C1CCC(CC1)CO)NC(=O)C1=NC(=CC=C1)C(F)(F)F N-[7-fluoro-2-[4-(hydroxymethyl)cyclohexyl]indazol-5-yl]-6-(trifluoromethyl)pyridine-2-carboxamide